N-(4-(2-hydroxypropane-2-yl)phenyl)-2-(7-methoxy-9H-carbazol-2-yl)acetamide OC(C)(C)C1=CC=C(C=C1)NC(CC1=CC=2NC3=CC(=CC=C3C2C=C1)OC)=O